N=1NN=NC1C1CCC(CC1)C(=O)N 4-(2H-tetrazol-5-yl)cyclohexane-1-carboxamide